OCCCN1C(CN(C2=C(C1=O)NC(=N2)OC2=CC(=CC=C2)OC(F)(F)F)C)=O 7-(3-hydroxypropyl)-4-methyl-2-[3-(trifluoromethoxy)phenoxy]-1H,4H,5H,6H,7H,8H-imidazo[4,5-e][1,4]diazepine-6,8-dione